O=C1CCCC2N1CCN(C2)C(=O)N 6-oxo-3,4,7,8,9,9a-hexahydro-1H-pyrido[1,2-a]pyrazine-2-carboxamide